FC=1C=C(CNC(=O)C=2C(=NC=CC2)NCC=2N=C(SC2)C2=CNC3=NC=CC=C32)C=CC1F N-(3,4-difluorobenzyl)-2-({[2-(1H-pyrrolo[2,3-b]pyridin-3-yl)-1,3-thiazol-4-yl]-methyl}amino)pyridine-3-carboxamide